N1C=C(C2=CC=CC=C12)C1=C2C(C(N(C2=CC(=C1)C(=O)N)CC1CCN(CC1)C)=O)(C)C (1H-indol-3-yl)-3,3-dimethyl-1-((1-methylpiperidin-4-yl)methyl)-2-oxoindoline-6-carboxamide